C(CCCCCCCC(=O)[O-])(=O)[O-].[Zn+2] zinc azelaate